NCC(N1C=NC2=CC(=CC=C2C1=O)C=1C=NNC1Cl)C=1C=C(C(=O)N)C=CC1 3-(2-amino-1-(7-(5-chloro-1H-pyrazol-4-yl)-4-oxoquinazolin-3(4H)-yl)ethyl)benzamide